6-bromo-2-methyl-1H-benzo[de]isoquinoline-1,3(2H)-dione BrC=1C=CC=2C(N(C(C3=CC=CC1C23)=O)C)=O